3-[18F]Fluorobenzyl alcohol [18F]C=1C=C(CO)C=CC1